NC1=C2N=CN(C2=NC(=N1)F)[C@H]1C[C@@H]([C@@](O1)(C#C)COP(=O)(OC1=CC=CC=C1)N[C@@H](CC1=CC=CC=C1)C(=O)OCCCCCCCCCCCCCCCCCCCCCC)O Docosyl ((((2R,3S,5R)-5-(6-amino-2-fluoro-9H-purin-9-yl)-2-ethynyl hydroxytetrahydrofuran-2-yl)methoxy)(phenoxy)phosphoryl)-L-phenylalaninate